4,7,9-trimethyldecan-2-ol CC(CC(C)O)CCC(CC(C)C)C